N-(4-(benzyloxy)phenyl)-2-(3-(3-methoxybenzyl)-2-oxoimidazolidin-1-yl)oxazole-4-carboxamide C(C1=CC=CC=C1)OC1=CC=C(C=C1)NC(=O)C=1N=C(OC1)N1C(N(CC1)CC1=CC(=CC=C1)OC)=O